C(C1=CC=CC=C1)OC(NCCC(CCOC1=CC=C(C=C1)OC)(C)C)=O [5-(4-methoxyphenoxy)-3,3-dimethylpentyl]carbamic acid benzyl ester